ClC1=CC=2N(C(N(C=3N=CC(=CC3C2C(=C1)C)F)C)=O)C1=C(C=C(C=C1F)NCCNCCO)F 13-chloro-10-[2,6-difluoro-4-({2-[(2-hydroxyethyl)amino]ethyl}amino)phenyl]-4-fluoro-8,15-dimethyl-6,8,10-triazatricyclo[9.4.0.02,7]pentadeca-1(11),2(7),3,5,12,14-hexaen-9-one